N-(6-bromohexyl)-4-(decyloxy)benzamide tert-butyl-3-(4-bromobenzoyl)pyrrolidine-1-carboxylate C(C)(C)(C)OC(=O)N1CC(CC1)C(C1=CC=C(C=C1)Br)=O.BrCCCCCCNC(C1=CC=C(C=C1)OCCCCCCCCCC)=O